NC([C@H](C[C@H]1C(NCC1)=O)NC(=O)[C@@H]1[C@H]2C([C@H]2CN1C([C@H](C(C)(C)C)NC(=O)N(C)C)=O)(C)C)=O (1R,2S,5S)-N-((S)-1-amino-1-oxo-3-((S)-2-oxopyrrolidin-3-yl)propan-2-yl)-3-((S)-2-(3,3-dimethylureido)-3,3-dimethylbutanoyl)-6,6-dimethyl-3-azabicyclo[3.1.0]hexane-2-carboxamide